N-[2-[(3S)-3-(1,2,4-Triazol-4-yl)pyrrolidine-1-carbonyl]-2-azaspiro[3.3]heptan-6-yl]-1-(trifluoromethyl)cyclopropanecarboxamide N=1N=CN(C1)[C@@H]1CN(CC1)C(=O)N1CC2(C1)CC(C2)NC(=O)C2(CC2)C(F)(F)F